C1(CCC1)C1=CN=C(S1)C=1C=C(C(=O)N[C@H](C)C=2N=NC(=CC2)C(F)(F)F)C=C(C1)O[C@@H]1COCC1 3-(5-cyclobutyl-1,3-thiazol-2-yl)-5-[(3S)-tetrahydrofuran-3-yloxy]-N-{(1R)-1-[6-(trifluoromethyl)pyridazin-3-yl]ethyl}benzamide